oleoylaminopropyl-dimethylamine C(CCCCCCC\C=C/CCCCCCCC)(=O)NCCCN(C)C